CN(C(OC(C)(C)C)=O)CCOC=1N(N=CC1B1OC(C(O1)(C)C)(C)C)C tert-butyl N-methyl-N-[2-[2-methyl-4-(4,4,5,5-tetramethyl-1,3,2-dioxaborolan-2-yl)pyrazol-3-yl]oxyethyl]carbamate